2-[(1-{4-[1-(4-acryloylpiperazin-1-yl)cyclopentyl]phenyl}cyclopropyl)amino]-8-(propan-2-yl)pyrido[2,3-d]pyrimidin-7(8H)-one C(C=C)(=O)N1CCN(CC1)C1(CCCC1)C1=CC=C(C=C1)C1(CC1)NC=1N=CC2=C(N1)N(C(C=C2)=O)C(C)C